(2R,3S,5R,6S)-5-azido-2-(azidomethyl)-3-benzyloxy-6-(p-tolylsulfanyl)tetrahydropyran N(=[N+]=[N-])[C@@H]1C[C@@H]([C@H](O[C@H]1SC1=CC=C(C=C1)C)CN=[N+]=[N-])OCC1=CC=CC=C1